(6-(5-(2-methoxyquinolin-6-yl)pyridin-3-yl)-2,6-diazaspiro[3.3]heptane-2-yl)(1-(methyl-d3)-1H-pyrazol-4-yl)methanone COC1=NC2=CC=C(C=C2C=C1)C=1C=C(C=NC1)N1CC2(CN(C2)C(=O)C=2C=NN(C2)C([2H])([2H])[2H])C1